(2-(4-(3-ethoxy-2-hydroxypropoxy)phenylcarbamoyl)ethyl)dimethyl-sulfonium p-toluenesulfonate CC1=CC=C(C=C1)S(=O)(=O)[O-].C(C)OCC(COC1=CC=C(C=C1)NC(=O)CC[S+](C)C)O